BrC1=CC(=C(C=C1OC)CC(CC)NC(OC(C)(C)C)=O)OC tert-butyl (1-(4-bromo-2,5-dimethoxyphenyl)butan-2-yl)carbamate